CC1=CC=C(C=C1)S(=O)(=O)OCCOC 2-methoxyethyl 4-methylbenzenesulfonate